C(C)(C)(C)OC(=O)N1[C@H]2[C@H](NC[C@@H]1CC2)COC2=C1C(=NC(=NC1=C(C(=C2F)Br)F)Cl)O (1R,2S,5S)-2-(((7-bromo-2-chloro-6,8-difluoro-4-hydroxyquinazolin-5-yl)oxy)methyl)-3,8-diazabicyclo[3.2.1]octane-8-carboxylic acid tert-butyl ester